2-(1-(3-(tert-butylsulfanyl)-1-(4-chlorobenzyl)-5-methoxy-1H-indol-2-yl)-2-methylpropan-2-yl)-4-methyloxazole C(C)(C)(C)SC1=C(N(C2=CC=C(C=C12)OC)CC1=CC=C(C=C1)Cl)CC(C)(C)C=1OC=C(N1)C